tert-Butyl (3S,5S)-4-(4-(3-amino-2-fluorophenyl)-5-(2-((2,2-dioxido-2-thiaspiro[3.3]-heptan-6-yl)amino)pyrimidin-4-yl)thiazol-2-yl)-3,5-dimethylpiperazine-1-carboxylate NC=1C(=C(C=CC1)C=1N=C(SC1C1=NC(=NC=C1)NC1CC2(CS(C2)(=O)=O)C1)N1[C@H](CN(C[C@@H]1C)C(=O)OC(C)(C)C)C)F